benzofuran-6-boronic acid pinacol ester O1C=CC2=C1C=C(C=C2)B2OC(C)(C)C(C)(C)O2